4-(2-fluoropyridin-3-yl)benzenesulfonyl chloride FC1=NC=CC=C1C1=CC=C(C=C1)S(=O)(=O)Cl